tert-butyl (R)-3-((5-(cyclopropanecarbonyl)-7H-pyrrolo[2,3-d]pyrimidin-4-yl)amino)piperidine-1-carboxylate C1(CC1)C(=O)C1=CNC=2N=CN=C(C21)N[C@H]2CN(CCC2)C(=O)OC(C)(C)C